3-[(1Z)-2-(2-aminopyrimidin-5-yl)-2-fluoroethenyl]-4-(difluoromethoxy)benzoic acid Methyl-3-[(1Z)-2-(2-aminopyrimidin-5-yl)-2-fluoroethenyl]-4-(difluoromethoxy)benzoate COC(C1=CC(=C(C=C1)OC(F)F)\C=C(/F)\C=1C=NC(=NC1)N)=O.NC1=NC=C(C=N1)/C(=C/C=1C=C(C(=O)O)C=CC1OC(F)F)/F